C1(CCCCC1)N1C(N(C(=NC1=O)SC)C)=O 3-cyclohexyl-6-methylthio-1-methyl-1,3,5-triazine-2,4(1H,3H)-dione